8,13-Bis(1-hydroxyethyl)-3,7,12,17-tetramethyl-21H,23H-porphine-2,18-dipropionic acid CC1=C(C2=CC3=NC(=CC4=NC(=CC5=C(C(=C(N5)C=C1N2)C(C)O)C)C(=C4CCC(=O)O)C)C(=C3C)CCC(=O)O)C(C)O